dihydro[1,2,4]triazol-3-one N1NC(N=C1)=O